C(CCC)OC(NS(=O)(=O)C1=C(N=C(S1)CC(C)C)C1=CC=C(C=C1)CN1C(=NC=C1)C(C)C)=O ((2-isobutyl-4-(4-((2-isopropyl-1H-imidazol-1-yl)methyl)phenyl)thiazol-5-yl)sulfonyl)carbamic acid butyl ester